COC(CCCCCCNC(C1=CC=C(C=C1)C(CBr)=O)=O)=O 7-(4-(2-Bromoacetyl)benzamido)heptanoic acid methyl ester